tert-butyl (1R,4R)-5-(1-oxo-1,3-dihydroisobenzofuran-5-yl)-2,5-diazabicyclo[2.2.1]heptane-2-carboxylate O=C1OCC2=CC(=CC=C12)N1[C@H]2CN([C@@H](C1)C2)C(=O)OC(C)(C)C